DIHYDROFURANONE O1C(CCC1)=O